(S or R)-4-(6-chloro-2-(3-(dimethylamino)azetidin-1-yl)-8-fluoro-4-((3aR,6aS)-hexahydro-pyrrolo[3,4-c]pyrrol-2(1H)-yl)quinazolin-7-yl)naphthalen-2-ol ClC=1C=C2C(=NC(=NC2=C(C1C1=CC(=CC2=CC=CC=C12)O)F)N1CC(C1)N(C)C)N1C[C@@H]2CNC[C@@H]2C1